C1NCCC2C=3C1=CC=CC3C3(CC2)CC3 2',3',4',4a',5',6'-Hexahydro-1'H-spiro[cyclopropan-1,7'-naphtho[1,8-cd]azepin]